6-((1r,3r)-3-fluorocyclobutyl)-4-hydroxy-2-methylpyridine FC1CC(C1)C1=CC(=CC(=N1)C)O